N-(2-chloroethyl)morpholine-3-one ClCCN1C(COCC1)=O